NC1=CC(=C2C(N(CCCCC[C@@](C3=NN=C(C1=N2)O3)(C(F)(F)F)O)CC3=CC(=C(C=C3)F)C3CCC3)=O)C(F)(F)F (6R)-17-amino-12-[(3-cyclobutyl-4-fluoro-phenyl)methyl]-6-hydroxy-6,15-bis(trifluoromethyl)-19-oxa-3,4,12,18-tetrazatricyclo[12.3.1.12,5]nonadeca-1(18),2,4,14,16-pentaen-13-one